BrC1=NN=C(S1)CN1C(NC(C=C1)=O)=O 1-[(5-Bromo-1,3,4-thiadiazol-2-yl)methyl]-1,2,3,4-tetrahydropyrimidine-2,4-dione